FC(F)(F)N1N=CC=C1C(=O)N trifluoromethyl-1H-pyrazole-5-carboxamide